(1r,4r)-4-(7-(2-(dimethylamino)ethylamino)-5-methyl-2-oxo-1,2-dihydroquinazolin-3(4H)-yl)-N-(3-methoxy-4-methylphenyl)cyclohexanecarboxamide CN(CCNC1=CC(=C2CN(C(NC2=C1)=O)C1CCC(CC1)C(=O)NC1=CC(=C(C=C1)C)OC)C)C